CC1(OB(OC1(C)C)C1=CCCN(C1)C(=O)OCC1=CC=CC=C1)C benzyl 5-(4,4,5,5-tetramethyl-1,3,2-dioxaborolane-2-yl)-3,6-dihydropyridine-1(2H)-carboxylate